C(N)(=O)C=1C=C(C=CC1)NC(=O)[C@H]1O[C@]([C@@H]([C@@H]1C1=C(C(=C(C=C1)F)F)OC(F)F)C)(C(F)(F)F)C (2S,3R,4R,5R)-N-(3-carbamoylphenyl)-3-[2-(difluoromethoxy)-3,4-difluoro-phenyl]-4,5-dimethyl-5-(trifluoromethyl)tetrahydrofuran-2-carboxamide